(7-oxabicyclo[2.2.1]hept-2-yl)methanol C12C(CC(CC1)O2)CO